1-(1-(4-((5S)-1-Azabicyclo[3.3.1]non-3-en-4-yl)benzyl)-1H-indol-5-yl)-5-methyl-1H-pyrazol-3-carboxamid N12CC=C([C@H](CCC1)C2)C2=CC=C(CN1C=CC3=CC(=CC=C13)N1N=C(C=C1C)C(=O)N)C=C2